C(C)(=O)NC1=C(C(=NC=C1)C(=O)OCC)C(=O)[O-] ethyl 4-acetylamino-2,3-pyridinedicarboxylate